CC/C=C\\C/C=C\\C/C=C\\C/C=C\\CCCCC(=O)OC[C@H](CO)OC(=O)CC/C=C\\C/C=C\\C/C=C\\C/C=C\\C/C=C\\C/C=C\\CC The molecule is a diacylglycerol 40:10 in which the acyl groups specified at positions 1 and 2 are (6Z,9Z,12Z,15Z)-octadecatetraenoyl and (4Z,7Z,10Z,13Z,16Z,19Z)-docosahexaenoyl respectively. It is a diacylglycerol 40:10 and a 1,2-diacyl-sn-glycerol. It derives from an all-cis-octadeca-6,9,12,15-tetraenoic acid and an all-cis-docosa-4,7,10,13,16,19-hexaenoic acid.